CCCCCC\C=C/CCCC (Z)-dodec-7-en